C(#N)C1(CC1)NS(=O)(=O)C=1C=C(C2=C(N(C=N2)C=2SC(=NN2)C(F)F)C1)N1C[C@@H](N[C@H](C1)C)COC |o1:28,30| rel-N-(1-cyanocyclopropyl)-1-(5-(difluoromethyl)-1,3,4-thiadiazol-2-yl)-4-((3R,5S)-3-(methoxymethyl)-5-methylpiperazin-1-yl)-1H-benzo[d]imidazole-6-sulfonamide